pentaerythritol tetrakis[(3,5-di-tert-butyl-4-hydroxyphenyl) propionate] C(C)(C)(C)C=1C=C(C=C(C1O)C(C)(C)C)C(C(=O)OCC(COC(C(C)C1=CC(=C(C(=C1)C(C)(C)C)O)C(C)(C)C)=O)(COC(C(C)C1=CC(=C(C(=C1)C(C)(C)C)O)C(C)(C)C)=O)COC(C(C)C1=CC(=C(C(=C1)C(C)(C)C)O)C(C)(C)C)=O)C